5-octene-1,3-diol C(CC(CC=CCC)O)O